3-carboxymethyl-1-(4-vinylbenzyl)-3H-imidazol-1-ium chloride [Cl-].C(=O)(O)CN1C=[N+](C=C1)CC1=CC=C(C=C1)C=C